Bis(2,4-di-tert-butyl-6-methylphenyl)-pentaerythritol diphosphite OP(O)OP(O)O.C(C)(C)(C)C1=C(C(=CC(=C1)C(C)(C)C)C)C(O)(C(CO)(CO)CO)C1=C(C=C(C=C1C)C(C)(C)C)C(C)(C)C